3-methylene-5-(naphthalen-1-yl)-4-(p-tolyl)dihydrofuran-2(3H)-one C=C1C(OC(C1C1=CC=C(C=C1)C)C1=CC=CC2=CC=CC=C12)=O